(5s,7s)-2-(5-fluoro-2-pyridinyl)-5,7-dimethyl-3-(6-methyl-1H-pyrazolo[3,4-b]pyridin-4-yl)-6,7-dihydro-5H-pyrazolo[5,1-b][1,3]oxazine FC=1C=CC(=NC1)C1=NN2C(O[C@H](C[C@@H]2C)C)=C1C1=C2C(=NC(=C1)C)NN=C2